methyl 2-(2-methoxyethyl)-2H-indazole-6-carboxylate COCCN1N=C2C=C(C=CC2=C1)C(=O)OC